BrC=1C(=CC=2C3=C(C(=NC2C1F)OC[C@H]1N(CCC1)C)N(C(C31CCN(CC1)C(=O)OC(C)(C)C)=O)C)Cl tert-butyl (S)-7'-bromo-8'-chloro-6'-fluoro-3'-methyl-4'-((1-methylpyrrolidin-2-yl)methoxy)-2'-oxo-2',3'-dihydrospiro[piperidine-4,1'-pyrrolo[2,3-c]quinoline]-1-carboxylate